8-{4-(trifluoromethyl)phenoxy}chroman-4-one oxime FC(C1=CC=C(OC=2C=CC=C3C(CCOC23)=NO)C=C1)(F)F